8-(3,6-dihydro-2H-pyran-4-yl)-2-phenyl-6-(1-(piperidin-4-yl)-1H-pyrazol-4-yl)imidazo[1,2-a]pyrazine O1CCC(=CC1)C=1C=2N(C=C(N1)C=1C=NN(C1)C1CCNCC1)C=C(N2)C2=CC=CC=C2